2,2-diethoxy-N-ethyl-ethanamine C(C)OC(CNCC)OCC